C(C)(=O)C1=C(OCC(=O)O)C=CC=C1Cl 2-(2-acetyl-3-chlorophenoxy)acetic acid